CC1=CC(=NN1CC(=O)N1CCCCC1)C(F)(F)F 1-[2-[5-methyl-3-(trifluoromethyl)-1H-pyrazol-1-yl]acetyl]piperidine